di-(tert-butyl)(3,5-diisopropylphenyl)phosphine C(C)(C)(C)P(C1=CC(=CC(=C1)C(C)C)C(C)C)C(C)(C)C